N[C@@H]1[C@@H](CCCC1)NC1=NC(=C2N=CN(C2=N1)C(C)C)NC1=CC(=CC=C1)Cl N2-(cis-2-aminocyclohexyl)-N6-(3-chlorophenyl)-9-isopropyl-9H-purine-2,6-diamine